[(1R,2S,4R)-4-({5-[4-(3-chlorobenzyl)-2-furoyl]pyrimidin-4-yl}amino)-2-hydroxycyclopentyl]methyl sulfamate S(N)(OC[C@@H]1[C@H](C[C@@H](C1)NC1=NC=NC=C1C(=O)C=1OC=C(C1)CC1=CC(=CC=C1)Cl)O)(=O)=O